1-[(6-isocyanopyridin-3-yl)methyl]-3-[4-(piperidine-1-sulfonyl)phenyl]urea [N+](#[C-])C1=CC=C(C=N1)CNC(=O)NC1=CC=C(C=C1)S(=O)(=O)N1CCCCC1